F[C@@H]1C[C@@]2(CCCN2C1)COC=1N=C(C2=C(N1)C(=C(N=C2)C2=CC(=CC1=CC=C(C(=C21)C#C)F)O)F)N2C[C@H]([C@H](C2)F)F 4-(2-{[(2r,7as)-2-fluoro-hexahydro-1H-pyrrolizin-7a-yl]methoxy}-4-[(3r,4s)-3,4-difluoropyrrolidin-1-yl]-8-fluoropyrido[4,3-d]pyrimidin-7-yl)-5-ethynyl-6-fluoronaphthalene-2-ol